1,1,1,3,3,4,4,4-octafluoro-2-(trifluoromethyl)butan-2-ol potassium [K].FC(C(C(C(F)(F)F)(F)F)(O)C(F)(F)F)(F)F